1-(7-(6-ethyl-7-(5-methyl-1H-indazol-4-yl)-2-(1-methylpiperidin-4-yl)-8-(2,2,2-Trifluoroethoxy)quinazolin-4-yl)-2,7-diazaspiro[3.5]non-2-yl)prop-2-ene C(C)C=1C=C2C(=NC(=NC2=C(C1C1=C2C=NNC2=CC=C1C)OCC(F)(F)F)C1CCN(CC1)C)N1CCC2(CN(C2)CC=C)CC1